ClC1=C(C=CC=C1)C(C(=O)N)C=1N=NC=C(C1)C(F)(F)F 2-(2-chlorophenyl)-2-(5-(trifluoromethyl)pyridazin-3-yl)acetamide